9H-fluoren-9-ylmethyl N-[(1S)-5-(tert-butoxycarbonylamino)-1-[[(1R)-3-(tert-butoxycarbonylamino)-1-[[tertbutyl(dimethyl)silyl]oxymethyl]propyl]carbamoyl]pentyl]carbamate C(C)(C)(C)OC(=O)NCCCC[C@@H](C(N[C@H](CCNC(=O)OC(C)(C)C)CO[Si](C)(C)C(C)(C)C)=O)NC(OCC1C2=CC=CC=C2C=2C=CC=CC12)=O